ClC=1C(=C2C(=NC1NC1=NC(=CC(=C1)NC)C)OCCO2)C=2C[C@H](CNCC2)O |r| rac-(3R)-5-[7-chloro-6-[[6-methyl-4-(methylamino)-2-pyridyl]amino]-2,3-dihydro-[1,4]dioxino[2,3-b]pyridin-8-yl]-2,3,4,7-tetrahydro-1H-azepin-3-ol